2-(diisopropylamino)ethyl ((4-nitrophenoxy)(phenoxy)phosphoryl)-L-alaninate [N+](=O)([O-])C1=CC=C(OP(=O)(OC2=CC=CC=C2)N[C@@H](C)C(=O)OCCN(C(C)C)C(C)C)C=C1